C12CC(CC(CCC1)N2)N(C=2SC1=C(C=NC(=C1)C1=CC3=CN(N=C3C(=C1)C)C)N2)C N-(9-azabicyclo[3.3.1]non-3-yl)-6-(2,7-dimethyl-2H-indazol-5-yl)-N-methyl-[1,3]thiazolo[4,5-c]pyridin-2-amine